(E)-N-(4-(4-(((dimethylamino)methylene)amino)-6-ethynyl-5-(quinolin-3-yl)-7H-pyrrolo[2,3-d]pyrimidin-7-yl)bicyclo[2.2.1]heptane-1-yl)-N-methyl-oxazole-2-carboxamide CN(C)\C=N\C=1C2=C(N=CN1)N(C(=C2C=2C=NC1=CC=CC=C1C2)C#C)C21CCC(CC2)(C1)N(C(=O)C=1OC=CN1)C